7-(6-chloropyrimidin-4-yl)-3-methylimidazo[1,5-a]pyridine ClC1=CC(=NC=N1)C1=CC=2N(C=C1)C(=NC2)C